C(N)(=N)C1CN(C1)C(=O)OC(C)(C)C tert-butyl 3-carbamimidoylazetidine-1-carboxylate